C(C)(C)(C)OC(=O)C=1C=C(C=CC1)NC1(CCN(CC1)C(=O)OC(C)(C)C)C1=NN=C(N1)C1=CC=NC=C1 tert-butyl 4-[[3-(tert-butoxycarbonyl)phenyl]amino]-4-[5-(pyridin-4-yl)-4H-1,2,4-triazol-3-yl]piperidine-1-carboxylate